1-(3-(1,1-difluoro-2-hydroxy-2-methylpropyl)-2-fluoro-phenyl)ethane FC(C(C)(C)O)(F)C=1C(=C(C=CC1)CC)F